C(C1=CC=CC=C1)N1N=CC=C1C=1C2=C(NN1)CN(C2)C#N 3-(1-benzyl-1H-pyrazol-5-yl)-4,6-dihydropyrrolo[3,4-c]pyrazole-5(1H)-carbonitrile